4-(4-propenoylpiperazin-1-yl)-6-fluoro-7-(2-fluoro-6-hydroxyphenyl)-1-(2-isopropyl-6-methylphenyl)quinolin-2(1H)-one C(C=C)(=O)N1CCN(CC1)C1=CC(N(C2=CC(=C(C=C12)F)C1=C(C=CC=C1O)F)C1=C(C=CC=C1C)C(C)C)=O